N-((1R,2R)-2-aminocyclohexyl)-4-(5-methyl-7H-pyrrolo[2,3-d]pyrimidin-4-yl)-3,4-dihydro-2H-1,4-thiazine-6-carboxamide hydrochloride Cl.N[C@H]1[C@@H](CCCC1)NC(=O)C1=CN(CCS1)C=1C2=C(N=CN1)NC=C2C